NC1=CC=C(C=C1)N1[C@H](O[C@@H](C1=O)C)C1=CN(C=C1C1=CC=C(C=C1)F)C1=CC=C(C=C1)Br (2R,5R)-3-(4-aminophenyl)-2-(1-(4-bromophenyl)-4-(4-fluorophenyl)-1H-pyrrol-3-yl)-5-methyl-oxazolidin-4-one